(S)-N-(2-(3-(2-((1,5-dimethyl-1H-pyrazol-3-yl)amino)-5-methylpyrimidin-4-yl)-1H-indol-7-yl)-1-oxoisoindolin-4-yl)-5-oxopyrrolidine-2-carboxamide CN1N=C(C=C1C)NC1=NC=C(C(=N1)C1=CNC2=C(C=CC=C12)N1C(C2=CC=CC(=C2C1)NC(=O)[C@H]1NC(CC1)=O)=O)C